C(#N)C1=CNC2=C(C=CC(=C12)C)NS(=O)(=O)C1=CC=C(C=C1)S(=O)(=O)N1CCN(CC1)C1COC1 N-(3-cyano-4-methyl-1H-indol-7-yl)-4-((4-(oxetan-3-yl)piperazin-1-yl)sulfonyl)benzenesulfonamide